N-[1-[4-[6-aminohexyl(methyl)carbamoyl]cyclohexyl]-3-(difluoromethyl)pyrazol-4-yl]-2-[2-(cyclopropylmethylamino)-4-pyridyl]oxazole-4-carboxamide NCCCCCCN(C(=O)C1CCC(CC1)N1N=C(C(=C1)NC(=O)C=1N=C(OC1)C1=CC(=NC=C1)NCC1CC1)C(F)F)C